2-(3-phenylpropylamino)ethanol C1(=CC=CC=C1)CCCNCCO